N[C@H]1[C@@H](CCCC1)NC(C1=C(C=CC=C1C1=CC=CC=C1)C1=CC=CC=C1)=O N-[(1R,2R)-2-aminocyclohexyl]-2,6-diphenyl-benzamide